5-heptene-2,3-dicarboxylic acid CC(C(CC=CC)C(=O)O)C(=O)O